C1(=CCCC1)C=1C(=C(C=NC1C)C(=O)NC1=CC(=C(C=C1)OC1=CC=NC2=CC(=C(N=C12)OC)OC)F)O 5-(cyclopenten-1-yl)-N-[4-[(6,7-dimethoxy-1,5-naphthyridin-4-yl)oxy]-3-fluorophenyl]-4-hydroxy-6-methylpyridine-3-carboxamide